FC1=CN=CC2=C1N=CN=C2N2CC1(CC(C1)OC1OCCCC1)CCC2 8-fluoro-4-(2-((tetrahydro-2H-pyran-2-yl)oxy)-6-azaspiro[3.5]nonan-6-yl)pyrido[4,3-d]pyrimidine